FC(C1=CC=C(C=C1)C=1C=CC(=NC1)C=O)(F)F 5-(4-(Trifluoromethyl)phenyl)picolinaldehyde